NC=1NC(C=2N=C(N(C2N1)CC1=CC=C(C=C1)F)C=O)=O 2-Amino-9-(4-fluorobenzyl)-6-oxo-6,9-dihydro-1H-purine-8-carbaldehyde